OC(CN1CCN(CCN(CCN(CC1)CC(=O)[O-])CC([O-])=O)CC(=O)[O-])C 2-[4-(2-hydroxypropyl)-7,10-bis(2-oxido-2-oxoethyl)-1,4,7,10-tetrazacyclododec-1-yl]acetate